OC=1C(=NC=CC1OC)C(=O)N[C@@H](C)C(=O)[O-] N-[(3-hydroxy-4-methoxypyridin-2-yl) carbonyl]-L-alaninate